4-(4-ethylphenyl)butyric acid C(C)C1=CC=C(C=C1)CCCC(=O)O